1-[(2R,4S,5R)-5-{[bis(4-methoxyphenyl)(phenyl)methoxy]methyl}-4-hydroxyoxolan-2-yl]-5-fluoro-3H-pyrimidine-2,4-dione COC1=CC=C(C=C1)C(OC[C@@H]1[C@H](C[C@@H](O1)N1C(NC(C(=C1)F)=O)=O)O)(C1=CC=CC=C1)C1=CC=C(C=C1)OC